(5-p-toluenesulfonyloxy-5H-thiophen-2-ylidene)-(2-methylphenyl)acetonitrile CC1=CC=C(C=C1)S(=O)(=O)OC1C=CC(S1)=C(C#N)C1=C(C=CC=C1)C